tert-butyl (2-(3,5-dichloro-4-((6-oxo-5-(propan-2-yl-d7)-1,6-dihydropyridazin-3-yl)oxy)phenyl)-3,5-dioxo-2,3,4,5-tetrahydro-1,2,4-triazin-6-yl)carbamate ClC=1C=C(C=C(C1OC1=NNC(C(=C1)C(C([2H])([2H])[2H])(C([2H])([2H])[2H])[2H])=O)Cl)N1N=C(C(NC1=O)=O)NC(OC(C)(C)C)=O